5-(ethylthio)pyridinecarbonitrile C(C)SC=1C=CC(=NC1)C#N